N=1C=NN2C1C=C(C=C2)OC2=CC(=C(C=C2C)C2(NC=NC1=CC(=C(C=C21)N)OC)N)OC([2H])([2H])[2H] 4-(4-([1,2,4]triazolo[1,5-a]pyridin-7-yloxy)-2-(methoxy-d3)-5-methylphenyl)-7-methoxyquinazoline-4,6-diamine